C(C)OC1=NC2=CC=CC=C2C(=C1)N 2-ethoxyquinoline-4-amine